(1R,2S,5S)-N-(2-amino-2-oxo-1-phthalazin-1-yl-ethyl)-3-[(2S)-3-cyclopropyl-2-(pyrimidin-5-ylamino)propanoyl]-6,6-dimethyl-3-azabicyclo[3.1.0]hexane-2-carboxamide NC(C(C1=NN=CC2=CC=CC=C12)NC(=O)[C@@H]1[C@H]2C([C@H]2CN1C([C@H](CC1CC1)NC=1C=NC=NC1)=O)(C)C)=O